C[C@@H]1N([C@@H](COC1)C)C(=O)C1=C(OC=2C(=NC=NC2)N2CC3(C2)CCN(CC3)C(=O)OC(C)(C)C)C=CC(=C1)F tert-butyl 2-(5-(2-((3S,5R)-3,5-dimethylmorpholine-4-carbonyl)-4-fluorophenoxy)pyrimidin-4-yl)-2,7-diazaspiro[3.5]nonane-7-carboxylate